OC1=CC=C2C=CC3=CC=CC4=CC=C1C2=C34 Hydroxypyren